3,6-dihydroxyfluorenone OC1=CC(C2=CC3=CC=C(C=C3C2=C1)O)=O